tert-butyl (2S,3R,6R)-3-(((3-cyano-5-(trifluoromethyl)pyridin-2-yl)amino)methyl)-2,6-dimethylmorpholine-4-carboxylate C(#N)C=1C(=NC=C(C1)C(F)(F)F)NC[C@H]1N(C[C@H](O[C@H]1C)C)C(=O)OC(C)(C)C